C1(=CC=C2C=CC3=CC=CC4=CC=C1C2=C34)C3=CC(=CC=C3)C3=CC=C4C=CC2=CC=CC1=CC=C3C4=C21 1,3-bis(pyrene-1-yl)benzene